CC1=CN=CC(=N1)C1=NN2C(NC=CC2=O)=C1 2-(6-methylpyrazin-2-yl)-4H-pyrazolo[1,5-a]pyrimidin-7-one